N-(3-bromobenzyl)-2-methylpropane-2-sulfinamide BrC=1C=C(CNS(=O)C(C)(C)C)C=CC1